3-(3-(3-benzyl-1-(4-chlorophenyl)-2,5-dioxoimidazolin-4-yl)propanamido)-N-hydroxybenzamide C(C1=CC=CC=C1)N1C(N(C(C1CCC(=O)NC=1C=C(C(=O)NO)C=CC1)=O)C1=CC=C(C=C1)Cl)=O